O1CCC(CC1)C=1OC(=CN1)C(=O)O 2-(tetrahydro-2H-pyran-4-yl)oxazole-5-carboxylic acid